O1CCC(CC1)CNC(=O)C=1C=2C[C@@H]3[C@H](C2N(N1)C1=C(C=C(C=C1)S(=O)(=O)C)F)C3 (1aR,5aR)-2-(2-Fluoro-4-methanesulfonyl-phenyl)-1a,2,5,5a-tetrahydro-1H-2,3-diaza-cyclopropa[a]pentalene-4-carboxylic acid (tetrahydro-pyran-4-ylmethyl)-amide